C\C(=C/CC[C@@]1(OC2=CC(=C(C(=C2C=C1)O)C(=O)O)C)C)\CCC=C(C)C (-)-(2S)-2-[(3E)-4,8-dimethylnona-3,7-dienyl]-5-hydroxy-2,7-dimethylchromene-6-carboxylic acid